6-bromo-7-methoxy-2-methylimidazo[1,2-a]pyridine BrC=1C(=CC=2N(C1)C=C(N2)C)OC